FCS(=O)(=O)[O-].C(C)[NH+](C)CC.C(C)[NH+](C)CC.C(C)[NH+](C)CC.FCS(=O)(=O)[O-].FCS(=O)(=O)[O-] trisDiethyl-methyl-ammonium fluoromethanesulfonate